COC1=CC=2C3=C(C(=NC2C=C1OCCCN1CCCC1)NC(C)C)COC3 8-methoxy-N-(propan-2-yl)-7-[3-(pyrrolidin-1-yl)propoxy]-1H,3H-furo[3,4-c]quinolin-4-amine